ethylhexyl p-methoxycinnamate (ethylhexyl p-methoxycinnamate) C(C)C(=C(C(=O)O)CCCCCC)C1=CC=C(C=C1)OC.COC1=CC=C(C=CC(=O)OC(CCCCC)CC)C=C1